ClC1=C(C=CC=C1Cl)SC=1N=CC(=NC1C)N1CCC2(CCC[C@H]2NS(=O)C(C)(C)C)CC1 N-((R)-8-(5-((2,3-dichlorophenyl)thio)-6-methylpyrazin-2-yl)-8-azaspiro[4.5]Dec-1-yl)-2-methylpropan-2-sulfinamide